C(C1=CC=CC=C1)OC1=NC(=CC=C1C1=CC=C(C=C1)C)OCC1=CC=CC=C1 2,6-bis(benzyloxy)-3-(p-tolyl)pyridine